4-(4-amino-5-(7-methoxy-5-methylbenzothiophen-2-yl)-7H-pyrrolo[2,3-d]pyrimidin-7-yl)-2-(((tert-butyl-diphenylsilyl)oxy)methylene)pyrrolidine-1-carboxylic acid tert-butyl ester C(C)(C)(C)OC(=O)N1C(CC(C1)N1C=C(C2=C1N=CN=C2N)C=2SC1=C(C2)C=C(C=C1OC)C)=CO[Si](C1=CC=CC=C1)(C1=CC=CC=C1)C(C)(C)C